CC1=CC=C(CONC2=CC=CC=C2)C=C1 (4-methylbenzyloxy)aniline